(2-CYANO-5-FORMYLPHENYL)BORONIC ACID C(#N)C1=C(C=C(C=C1)C=O)B(O)O